F[C@H]1C[C@@H](N(C1)C(=O)C1(CCCC1)C1=CC=C(C=C1)OC)C(=O)OCC1=CC=CC=C1 Benzyl (4S)-4-fluoro-1-{[1-(4-methoxyphenyl)cyclopentyl]carbonyl}-D-prolinate